O=C1NC(CC[C@H]1C1=C(C=C(C=C1F)N1C[C@@H](CC1)C(=O)OC(C)(C)C)F)=O |o1:6| tert-butyl (R)-1-(4-((S or R)-2,6-dioxopiperidin-3-yl)-3,5-difluorophenyl)pyrrolidine-3-carboxylate